t-amyl peroxy-2-ethylhexanoate CCCCC(CC)C(=O)OOOC(C)(C)CC